diacetyloxy-phenyl-propenyl-silane C(C)(=O)O[Si](C=CC)(C1=CC=CC=C1)OC(C)=O